N-[1-(3-pyridyl)ethylideneamino]Carbamic acid tert-butyl ester C(C)(C)(C)OC(NN=C(C)C=1C=NC=CC1)=O